4-methyl-2-(4-cyanophenyl)-1-methoxy-1H-imidazole-5-carboxylic acid ethyl ester C(C)OC(=O)C1=C(N=C(N1OC)C1=CC=C(C=C1)C#N)C